OC=1C=C2OC3=C(CCCC3=CC2=CC1)C=C(C#N)C#N 2-((6-hydroxy-2,3-dihydro-1H-xanthen-4-yl)methylene)malononitrile